((((2-carboxyethyl)thio)carbonylthio)thio)-4-cyanopentanoic acid C(=O)(O)CCSC(=O)SSC(C(=O)O)CC(C)C#N